C(CCC)[C@H]1C([C@H]1C=1C(CCC1C)=O)(C)C 2-((1S,3R)-3-butyl-2,2-dimethylcyclopropyl)-3-methylcyclopent-2-en-1-one